5'-Bromo-2,2-bis(4-methoxyphenyl)-1'-methylspiro[cyclopropane-1,3'-indol]-2'-one BrC=1C=C2C3(C(N(C2=CC1)C)=O)C(C3)(C3=CC=C(C=C3)OC)C3=CC=C(C=C3)OC